BrC1=CC=C(C=C1)CN1CCC(CC1)(O)C 1-[(4-bromophenyl)methyl]-4-methyl-piperidin-4-ol